Trimethylolpropan Trismercaptopropionat SC(CC(=O)O)(S)S.C(O)C(CC)(CO)CO